1-methoxy-3-[4-[[2-[3-[2-methoxy-4-(trifluoromethyl)anilino]prop-1-ynyl]-1-(2,2,2-trifluoroethyl)indol-4-yl]amino]-1-piperidyl]propan-2-ol COCC(CN1CCC(CC1)NC1=C2C=C(N(C2=CC=C1)CC(F)(F)F)C#CCNC1=C(C=C(C=C1)C(F)(F)F)OC)O